ClC1=C(C=C(C=C1)F)[C@@H]1C=2N(CC(N1)=O)C(=CC2NC(C2=CC(=CC(=C2)C(F)(F)F)F)=O)C#N (R)-N-(1-(2-chloro-5-fluorophenyl)-6-cyano-3-oxo-1,2,3,4-tetrahydropyrrolo[1,2-a]pyrazin-8-yl)-3-fluoro-5-(trifluoromethyl)benzamide